4,4-difluoro-1,3-diphenyl-3-buten-1-one FC(=C(CC(=O)C1=CC=CC=C1)C1=CC=CC=C1)F